C1(CCC1)C1=C(C(=C2C(=N1)CCC2)NC(=O)N=[S@](=O)(N)C2=CN=C(S2)C(C)(C)O)C (R)-N'-((2-cyclobutyl-3-methyl-6,7-dihydro-5H-cyclopenta[b]pyridin-4-yl)carbamoyl)-2-(2-hydroxypropan-2-yl)thiazole-5-sulfonimidamide